4-((8-cyclopentyl-7-oxo-7,8-dihydropyrido[2,3-d]pyrimidin-2-yl)amino)-N-(2-(2-(3-(2-(2,6-dioxopiperidin-3-yl)-1,3-dioxoisoindolin-4-yl)-propoxy)ethoxy)ethyl)piperidine-1-sulfonamide C1(CCCC1)N1C(C=CC2=C1N=C(N=C2)NC2CCN(CC2)S(=O)(=O)NCCOCCOCCCC2=C1C(N(C(C1=CC=C2)=O)C2C(NC(CC2)=O)=O)=O)=O